CN1CCCC12CNCC2 1-Methyl-1,7-diazaspiro[4.4]nonane